tert-butyl 3-((S)-6,8-dichloro-1-methyl-1,2,3,4-tetrahydroisoquinoline-2-carbonyl)-5-hydroxypiperidine-1-carboxylate ClC=1C=C2CCN([C@H](C2=C(C1)Cl)C)C(=O)C1CN(CC(C1)O)C(=O)OC(C)(C)C